Dimethyl 4-(5-chlorobenzo[b]thiophen-3-yl)-2,6-dicyclopropyl-1,4-dihydropyridine-3,5-dicarboxylate ClC1=CC2=C(SC=C2C2C(=C(NC(=C2C(=O)OC)C2CC2)C2CC2)C(=O)OC)C=C1